FC1=CC(=C(C(=O)NC2=C(C=C(C(=C2)C=2C=NC(=CC2)N2CCNCC2)F)N2C[C@H](N(CC2)C)C)C=C1)C(F)(F)F 4-fluoro-N-[4-fluoro-5-(6-piperazin-1-ylpyridin-3-yl)-2-[(3R)-3,4-dimethylpiperazin-1-yl]phenyl]-2-(trifluoromethyl)benzamide